methyl 9-(((4-(((benzyloxy)carbonyl)amino)-1-(tert-butoxycarbonyl)piperidin-4-yl)methyl) amino)-3-methoxythieno[3,2-f]quinoxaline-8-carboxylate C(C1=CC=CC=C1)OC(=O)NC1(CCN(CC1)C(=O)OC(C)(C)C)CNC1=C(SC2=C1C=1N=CC(=NC1C=C2)OC)C(=O)OC